2-(4-methoxyphenyl)-2-(((6-oxopyrimidin-1(6H)-yl)acetyl)amino)-N-(4-(trimethylsilyl)phenyl)acetamide COC1=CC=C(C=C1)C(C(=O)NC1=CC=C(C=C1)[Si](C)(C)C)NC(CN1C=NC=CC1=O)=O